(S)-N-(3,5-Dichloro-4-((6S,8R)-8-methyl-7-(2,2,2-trifluoroethyl)-6,7,8,9-Tetrahydro-3H-pyrazolo[4,3-f]isoquinolin-6-yl)phenyl)-1-(3-fluoropropyl)pyrrolidin-3-amine ClC=1C=C(C=C(C1[C@H]1N([C@@H](CC2=C3C(=CC=C12)NN=C3)C)CC(F)(F)F)Cl)N[C@@H]3CN(CC3)CCCF